(2R,4S)-2-(2-((S)-5-(3-amino-6-bromoquinolin-4-ylamino)pent-2-yloxy)-5-fluorophenyl)-4-fluoropyrrolidine-1-carboxylic acid tert-butyl ester C(C)(C)(C)OC(=O)N1[C@H](C[C@@H](C1)F)C1=C(C=CC(=C1)F)O[C@@H](C)CCCNC1=C(C=NC2=CC=C(C=C12)Br)N